2-bromo-4-chloro-6-fluoro-3-methylbenzaldehyde BrC1=C(C=O)C(=CC(=C1C)Cl)F